CC(CO)(CC(CO)(C)C)C 2,2,4,4-tetramethyl-1,5-pentanediol